4-(benzyloxy)oxolane-2-carboxylic acid C(C1=CC=CC=C1)OC1CC(OC1)C(=O)O